1-Tert-butyl-3-fluoro-N-{2-fluoro-4-methyl-5-[5-(morpholin-4-yl)imidazo[1,2-a]pyridin-7-yl]phenyl}pyrazole-4-carboxamide C(C)(C)(C)N1N=C(C(=C1)C(=O)NC1=C(C=C(C(=C1)C1=CC=2N(C(=C1)N1CCOCC1)C=CN2)C)F)F